C(C)(C)(C)N(C(=O)OCCOCCNCC1=CC=CC=C1)CCCSC1=NC2=C(N1)C=CC(=C2)OC(=O)OC(C)(C)C 2-[2-(benzylamino)ethoxy]ethan-1-ol tert-butyl-(3-((5-((tert-butoxycarbonyl)oxy)-1H-benzo[d]imidazol-2-yl)thio)propyl)carbamate